N-[(4S,5S)-7-ethyl-4-(4-fluorophenyl)-3-methyl-6-oxo-1-propyl-1H,4H,5H,6H,7H-pyrazolo[3,4-b]pyridin-5-yl]-3-methylbenzamide C(C)N1C2=C([C@@H]([C@@H](C1=O)NC(C1=CC(=CC=C1)C)=O)C1=CC=C(C=C1)F)C(=NN2CCC)C